NC1=NC(N(C=C1)[C@@H]1O[C@@H]([C@H]([C@@H]1O)O)CO)=O 4-amino-1-[(2R,3S,4S,5R)-3,4-dihydroxy-5-(hydroxymethyl)oxacyclopent-2-yl]pyrimidin-2-one